p-nitrobenzol [N+](=O)([O-])C1=CC=CC=C1